C(C)(C)C=1N=C(SC1)NC(=O)C=1N(C=CC1)CC1=CC=NC=C1 N-(4-isopropylthiazol-2-yl)-1-(pyridin-4-ylmethyl)-1H-pyrrole-2-carboxamide